The molecule is a dTDP-sugar having alpha-D-glucopyranose as the sugar portion. It has a role as an Escherichia coli metabolite and a mouse metabolite. It is a conjugate acid of a dTDP-alpha-D-glucose(2-). CC1=CN(C(=O)NC1=O)[C@H]2C[C@@H]([C@H](O2)COP(=O)(O)OP(=O)(O)O[C@@H]3[C@@H]([C@H]([C@@H]([C@H](O3)CO)O)O)O)O